(3R)-3-(4-{4-[(1-{1-[6-(2-HYDROXYPHENYL)PYRIDAZIN-4-YL]-4-PHENYLPIPERIDINE-4-CARBONYL}-HEXAHYDRO-2H-PYRROLO[3,4-B]PYRIDIN-6-YL)METHYL]PIPERIDIN-1-YL}PHENYL)PIPERIDINE-2,6-DIONE OC1=C(C=CC=C1)C1=CC(=CN=N1)N1CCC(CC1)(C(=O)N1C2C(CCC1)CN(C2)CC2CCN(CC2)C2=CC=C(C=C2)[C@@H]2C(NC(CC2)=O)=O)C2=CC=CC=C2